FC=1C=NC=CC1C1(NC(=NC(=N1)NC(C)C)C1=CC=CC=C1)N 2-(3-fluoropyridin-4-yl)-N4-isopropyl-6-phenyl-1,3,5-triazine-2,4-diamine